C(C1=CC=CC=C1)OCC=1N(C(N(N1)C=1C=C2C=CN=C(C2=C(C1)O[C@H](C(F)(F)F)C)OCC(C)C)=O)CC (S)-5-((benzyloxy)methyl)-4-ethyl-2-(1-isobutoxy-8-((1,1,1-trifluoropropan-2-yl)oxy)isoquinolin-6-yl)-2,4-dihydro-3H-1,2,4-triazol-3-one